FC(C(C(C(C(C(C(C(F)(F)F)(F)F)(F)F)(F)F)(F)F)(F)F)(F)F)(CCCCCCCCCCCCCCCCCCCC)F heptadecafluorooctacosane